benzyl[(5S)-5-[(tert-butoxycarbonyl)amino]-6-oxo-6-{(2-thienylmethyl) [2-(trifluoromethoxy)benzyl]amino}hexyl]carbamate C(C1=CC=CC=C1)OC(NCCCC[C@@H](C(N(CC1=C(C=CC=C1)OC(F)(F)F)CC=1SC=CC1)=O)NC(=O)OC(C)(C)C)=O